trans-4-((3-(1-(tert-Butyl)-1H-pyrazol-4-yl)phenyl)((trans-4-(4-methoxy-3-methylphenyl)cyclohexyl)methyl)carbamoyl)cyclohexanecarboxylic acid C(C)(C)(C)N1N=CC(=C1)C=1C=C(C=CC1)N(C(=O)[C@@H]1CC[C@H](CC1)C(=O)O)C[C@@H]1CC[C@H](CC1)C1=CC(=C(C=C1)OC)C